C(#N)CC(=O)N CyanoAcetamide